[Cl-].CO[Si](OC)(OC)CC[N+](CCC1=CC=CC=C1)(C)C N-(trimethoxysilylethyl)benzyl-N,N,N-trimEthyl-Ammonium Chloride